N-(1-(2-(((1H-pyrrolo[3,2-c]pyridine-2-yl)methyl)amino)-2-oxoethyl)-6-oxo-2-phenyl-1,6-dihydropyrimidin-5-yl)-2-fluoro-3'-methoxy-[1,1'-biphenyl]-4-carboxamide N1C(=CC=2C=NC=CC21)CNC(CN2C(=NC=C(C2=O)NC(=O)C2=CC(=C(C=C2)C2=CC(=CC=C2)OC)F)C2=CC=CC=C2)=O